[C@@H](C)(CC)C1=C(OCCCC(=O)O)C=CC=C1 |r| 4-(rac)-(2-sec-butylphenoxy)butyric acid